F[NH-] Fluoroamide